5-fluoro-7-((1-(piperidine-4-carbonyl)piperidin-4-yl)methoxy)-2-(((tetrahydro-2H-pyran-4-yl)thio)methyl)quinazolin-4(3H)-one hydrochloride Cl.FC1=C2C(NC(=NC2=CC(=C1)OCC1CCN(CC1)C(=O)C1CCNCC1)CSC1CCOCC1)=O